[2-[5,7-difluoro-2-(4-fluorophenyl)-1H-indol-3-yl]ethyl]formamide FC=1C=C2C(=C(NC2=C(C1)F)C1=CC=C(C=C1)F)CCNC=O